alpha-(N,N-dimethylaminomethyl)cyanoacetamide CN(C)CC(C(=O)N)C#N